3-(5-bromo-4-(hydroxymethyl)pyridin-2-yl)oxetan-3-carboxylic acid BrC=1C(=CC(=NC1)C1(COC1)C(=O)O)CO